tert-butyl 2-((5-(2-chloro-6-cyano-4-(2-(4-((2-(methylsulfonyl)pyrimidin-5-yl)methoxy)phenyl)propan-2-yl)phenoxy)pentyl)oxy)acetate ClC1=C(OCCCCCOCC(=O)OC(C)(C)C)C(=CC(=C1)C(C)(C)C1=CC=C(C=C1)OCC=1C=NC(=NC1)S(=O)(=O)C)C#N